C(C)NC(=O)C1=CC2=C(C(N(C=C2C2=CC(=CC(=C2)C)OC2=C(C=C(C=C2C)NC(COC)=O)C)C)=O)N1 N-Ethyl-4-(3-(4-(2-methoxyacetamido)-2,6-dimethylphenoxy)-5-methylphenyl)-6-methyl-7-oxo-6,7-dihydro-1H-pyrrolo[2,3-c]pyridine-2-carboxamide